NC(C(=O)[O-])C.[Ca+2].NC(C(=O)[O-])C calcium aminopropionate